NC1=NNC2=NC(=CC=C21)C2=CC=C(C=C2)NS(=O)(=O)C2=C(C=CC(=C2)OC)F N-(4-(3-amino-1H-pyrazolo[3,4-b]pyridin-6-yl)-phenyl)-2-fluoro-5-methoxybenzenesulfonamide